7-(2-amino-2,3-dihydro-1H-inden-5-yl)-3-((1-(1-benzyl-1H-pyrazole-5-carbonyl)-4-hydroxypiperidin-4-yl)methyl)imidazo[2,1-f][1,2,4]triazin-4(3H)-one formate C(=O)O.NC1CC2=CC=C(C=C2C1)C1=CN=C2C(N(C=NN21)CC2(CCN(CC2)C(=O)C2=CC=NN2CC2=CC=CC=C2)O)=O